C1(CCCCC1)P(C1=C(C=CC=C1)C1=C(C=C(C=C1C(C)C)C(C)C)C(C)C)C1CCCCC1 dicyclohexyl-(2',4',6'-tri-isopropyl-biphenyl-2-yl)-phosphane